8-fluoro-N-[(2S)-4,4,4-trifluoro-2-methyl-1-phenylbutan-2-yl]Quinoline-3-carboxamide FC=1C=CC=C2C=C(C=NC12)C(=O)N[C@@](CC1=CC=CC=C1)(CC(F)(F)F)C